FC1=C(C(=O)OC)C(=CC=C1C=O)OC methyl 2-fluoro-3-formyl-6-methoxy-benzoate